(S)-2-amino-3-(5,6-difluoro-1H-indol-3-yl)propanoic acid N[C@H](C(=O)O)CC1=CNC2=CC(=C(C=C12)F)F